6-chloro-8-((1S,2S)-2-(3,4-difluorophenyl)cyclopropyl)imidazo[1,2-b]pyridazine ClC=1C=C(C=2N(N1)C=CN2)[C@@H]2[C@H](C2)C2=CC(=C(C=C2)F)F